C1(CC1)CN1C=CC2=CC(=CC=C12)F 1-(cyclopropylmethyl)-5-fluoro-1H-indol